2,5-dibromo-terephthaloyl chloride BrC1=C(C(=O)Cl)C=C(C(=C1)C(=O)Cl)Br